1-(4-(((tert-butoxycarbonyl)amino)methyl)-1-oxo-1,2-dihydrophthalazin-6-yl)cyclopropane-1-carboxylic acid C(C)(C)(C)OC(=O)NCC1=NNC(C2=CC=C(C=C12)C1(CC1)C(=O)O)=O